FC(S(=O)(=O)OC=1C2=C(N=C(N1)C)NC(C=C2C)=O)(F)F methyl-2-methyl-7-oxo-7H,8H-pyrido[2,3-d]pyrimidin-4-yl trifluoromethanesulfonate